ClC=1C2=C(N=CN1)C(=NC=C2)OC 4-chloro-8-methoxypyrido[3,4-d]pyrimidine